2-[2-methyl-6-(trifluoromethyl)pyrimidin-4-yl]-6-[1-(2,2,2-trifluoroethyl)-1H-pyrazolo[3,4-d]pyrimidin-6-yl]-2,6-diazaspiro[3.4]octane CC1=NC(=CC(=N1)N1CC2(C1)CN(CC2)C2=NC=C1C(=N2)N(N=C1)CC(F)(F)F)C(F)(F)F